1-fluoro-5-(5-((((1aR,6bR)-5-fluoro-1a,6b-dihydro-1H-cyclopropa[b]benzofuran-6-yl)methyl)amino)-[1,2,4]triazolo[4,3-c]pyrimidin-8-yl)benzo[c]thiophene 2,2-dioxide FC=1S(C=C2C1C=CC(=C2)C=2C=1N(C(=NC2)NCC2=C(C=CC3=C2[C@@H]2[C@H](O3)C2)F)C=NN1)(=O)=O